C(C=C\C=C/C=C\C=C\C=C/CCCCCCCCCCC)(=O)O 4Z,7Z,10Z,13Z,16E-docosapentaenoic acid